CC(C[C@H](N)C(=O)N[C@@H](C[C@H]1C(NCC1)=O)C(=O)N)(C)C 4-methyl-L-leucyl-3-[(3S)-2-oxopyrrolidin-3-yl]-L-alaninamide